COC1=C(C(=CC=C1)OCCOC)B1OC(C(O1)(C)C)(C)C 2-[2-methoxy-6-(2-methoxyethoxy)phenyl]-4,4,5,5-tetramethyl-1,3,2-dioxaborolane